FC1=CC=C(C=C1)NC(=O)C1(CCC1)C=1C=CC(=NC1)NC(=O)C1COCCC1 N-(5-{1-[(4-fluorophenyl)carbamoyl]cyclobutyl}pyridin-2-yl)oxane-3-carboxamide